NC=1C=C(C=2N(C1)C=C(N2)C)C(C)=O 1-{6-amino-2-methylimidazo[1,2-a]pyridin-8-yl}ethanone